[5-(5-chloro-2-methylpyridin-4-yl)-1H-pyrazole-3-carbonyl]-N-[(3-chlorophenyl)methyl]piperidine-4-carboxamide ClC=1C(=CC(=NC1)C)C1=CC(=NN1)C(=O)N1CCC(CC1)C(=O)NCC1=CC(=CC=C1)Cl